2,3,3-trifluoropropyl-2-methyl-2-propenoate FC(COC(C(=C)C)=O)C(F)F